tertbutoxycarbonylamino-N-octadecyl-3-phenyl-propanamide C(C)(C)(C)OC(=O)NC(C(=O)NCCCCCCCCCCCCCCCCCC)CC1=CC=CC=C1